ethyl 3,3,3-trifluoro-2-(4-fluorophenyl)-2-hydroxypropanoate FC(C(C(=O)OCC)(O)C1=CC=C(C=C1)F)(F)F